C(#N)C1=CC=C(C=N1)CNC(=O)C=1C(=C2C=CC(=NC2=CN1)NC(CCOC)=O)O N-((6-cyanopyridin-3-yl)methyl)-5-hydroxy-2-(3-methoxypropanamido)-1,7-naphthyridine-6-carboxamide